CN(C(OC1=C(C(=C(C(=C1F)F)S(=O)(=O)Cl)F)F)=O)C 4-(chlorosulfonyl)-2,3,5,6-tetrafluorophenyl dimethylcarbamate